5-((4-((5-chloro-4-(5-(cyclopropylmethyl)-1-methyl-1H-pyrazol-4-yl)pyrimidin-2-yl)amino)piperidine-1-yl)methyl)-2-(2,6-dioxopiperidin-3-yl)-4-fluoroisoindoline-1,3-dione ClC=1C(=NC(=NC1)NC1CCN(CC1)CC=1C(=C2C(N(C(C2=CC1)=O)C1C(NC(CC1)=O)=O)=O)F)C=1C=NN(C1CC1CC1)C